I/C=C(\CC(C#N)(C#N)CC1=CC=C(C=C1)C)/C1=CC=CC=C1 (E)-2-(3-iodo-2-phenylallyl)-2-(4-methylbenzyl)malononitrile